3-hydroxy-5-(quinolin-2-ylmethoxy)benzoic acid OC=1C=C(C(=O)O)C=C(C1)OCC1=NC2=CC=CC=C2C=C1